CC=1C(CC(C1C)C)OC(CCl)OCC(C)C chloroacetaldehyde isobutyl 2,3,4-trimethyl-2-cyclopentenyl acetal